3-(6-((3-fluoro-1H-pyrazol-1-yl)sulfonyl)-1-oxoisoindolin-2-yl)piperidine-2,6-dione FC1=NN(C=C1)S(=O)(=O)C1=CC=C2CN(C(C2=C1)=O)C1C(NC(CC1)=O)=O